N-{2-fluoro-3-[6-oxo-4-(trifluoromethyl)-1,6-dihydropyrimidin-2-yl]-4-(trifluoromethyl)benzyl}-1-[5-(trifluoromethyl)pyridin-2-yl]piperidine-4-carboxamide FC1=C(CNC(=O)C2CCN(CC2)C2=NC=C(C=C2)C(F)(F)F)C=CC(=C1C=1NC(C=C(N1)C(F)(F)F)=O)C(F)(F)F